1H-imidazole-1-propaneamine N1(C=NC=C1)CCCN